{3-[(3-fluoro-2-methoxyphenyl)amino]-4-oxo-2-[3-(piperidin-3-ylmethoxy)pyridin-4-yl]-4,5,6,7-tetrahydro-1H-pyrrolo[3,2-c]pyridin-7-yl}propanal FC=1C(=C(C=CC1)NC1=C(NC2=C1C(NCC2C(C=O)C)=O)C2=C(C=NC=C2)OCC2CNCCC2)OC